ClC=1C=C(C=C2C=C(N=NC12)NC(=O)[C@H]1[C@@H](C1)C#N)C=1C=NN(C1)C trans-N-[8-chloro-6-(1-methylpyrazol-4-yl)cinnolin-3-yl]-2-cyano-cyclopropanecarboxamide